C(C)(C)(C)OC(=O)N1OCCC1C=1OC=C(C1)C.FC(C(=O)O)(F)F.CC1=CC=C(S1)C1NOCC1 3-(5-Methyl-2-thienyl)isoxazolidine trifluoroacetate salt Tert-butyl-3-(4-methylfuran-2-yl)isoxazolidine-2-carboxylate